N[C@H]1C(O)O[C@H]([C@H]([C@@H]1O)O)CO 2-Amino-2-deoxy-L-idopyranose